[N+](=O)([O-])C1=C(C=CC(=C1)[N+](=O)[O-])N[C@@H](CCCCN)C(=O)O 2,4-dinitrophenyl-lysine